L-rhamnosyl-β-hydroxydecanoyl-β-hydroxyoctanoate C1([C@H](O)[C@H](O)[C@@H](O)[C@@H](O1)C)C(C(=O)[O-])(C(CCCCC)O)C(C(CCCCCCCC)O)=O